ClC1=CC=CC=2N(C[C@@H](OC21)C)C(=O)C2=C(C=CC(=C2)N2N=C(N=C2)C(C)(C)C)C [(2S)-8-chloro-2,3-dihydro-2-methyl-4H-1,4-benzoxazin-4-yl][5-[3-(1,1-dimethylethyl)-1H-1,2,4-triazol-1-yl]-2-methylphenyl]methanone